C1(CC1)OC1=CC=C(C=C1)C=1C(=NC(=CN1)CCCC(F)(F)F)N1CCC(CC1)C(=O)O 1-(3-(4-cyclopropoxyphenyl)-6-(4,4,4-trifluorobutyl)pyrazin-2-yl)piperidine-4-carboxylic acid